BrC=1C(=CC(=C(C1)SC[C@@H](C(=O)O)NC(=O)OC(C)(C)C)[N+](=O)[O-])C(=O)OC (2R)-3-(5-bromo-4-methoxycarbonyl-2-nitro-phenyl)sulfanyl-2-(tert-butoxycarbonylamino)propanoic acid